COCC1=NC2=CC(=CC(=C2N=C1)C=1SC2=C(N1)C=CC(=C2)OCCNS(=O)(=O)C2=CC=CC=C2)C N-(2-(2-(2-(methoxymethyl)-7-methylquinoxalin-5-yl)benzo[d]thiazol-6-yloxy)ethyl)benzenesulfonamide